1,2-Bis(((5-(2-(thiophen-2-yl)ethyl)-1,4,5,6-tetrahydro-1,3,5-triazin-2-yl)thio)methyl)benzene S1C(=CC=C1)CCN1CN=C(NC1)SCC1=C(C=CC=C1)CSC=1NCN(CN1)CCC=1SC=CC1